BrC1=C(C(=CC(=C1)C(C(F)(F)F)(C(F)(F)F)F)C(F)(F)F)NC(C1=C(C(=CC=C1)N(C(C1=CC=C(C=C1)Br)=O)C(C)C1CC1)F)=O N-(2-Bromo-4-(perfluoropropan-2-yl)-6-(trifluoromethyl)phenyl)-3-(4-bromo-N-(1-cyclopropylethyl)benzamido)-2-fluorobenzamid